(S)-(1-((4-(3-amino-1H-pyrazolo[4,3-b]pyridin-5-yl)-3-chlorophenyl)sulfonyl)-4,4-difluoropyrrolidin-2-yl)methanol NC1=NNC=2C1=NC(=CC2)C2=C(C=C(C=C2)S(=O)(=O)N2[C@@H](CC(C2)(F)F)CO)Cl